(4R)-2-phenylthiazolidine C1(=CC=CC=C1)C1SCCN1